methyl-1H-1,2,3-triazole-5-carboxamide CN1N=NC=C1C(=O)N